(2-Ethyl-7-methyl-6-piperidin-4-yl-imidazo[1,2-a]pyridin-3-yl)-[4-(4-fluoro-phenyl)-thiazol-2-yl]-methyl-amine C(C)C=1N=C2N(C=C(C(=C2)C)C2CCNCC2)C1N(C)C=1SC=C(N1)C1=CC=C(C=C1)F